3-(3,4-difluoro-2-methoxyphenyl)-N-(2-(1-hydroxyethyl)pyridin-4-yl)-4,5-dimethyl-5-(trifluoromethyl)tetrahydrofuran-2-carboxamide FC=1C(=C(C=CC1F)C1C(OC(C1C)(C(F)(F)F)C)C(=O)NC1=CC(=NC=C1)C(C)O)OC